N-([1,1'-biphenyl]-4-yl)-N-(4-(phenanthren-2-yl)phenyl)-9,9-diphenyl-9H-fluoren-2-amine C1(=CC=C(C=C1)N(C1=CC=2C(C3=CC=CC=C3C2C=C1)(C1=CC=CC=C1)C1=CC=CC=C1)C1=CC=C(C=C1)C1=CC=2C=CC3=CC=CC=C3C2C=C1)C1=CC=CC=C1